C1(CC1)C=1N=NN(C1)[C@H](C(=O)N1[C@@H](C[C@H](C1)O)C(=O)NCCC1=C(C=NC=C1)F)C(C)(C)C (2S,4r)-1-[(2S)-2-(4-cyclopropyl-triazol-1-yl)-3,3-dimethyl-butyryl]-N-[2-(3-fluoro-4-pyridinyl)ethyl]-4-hydroxy-pyrrolidine-2-carboxamide